CC1(CCN(CC1)CC1CC(NC1)C(=O)N)C 4-((4,4-dimethylpiperidin-1-yl)methyl)pyrrolidine-2-carboxamide